1-(2-chloro-7,8-dihydro-1,6-naphthyridin-6(5H)-yl)-2-hydroxy-2-methylpropan-1-one ClC1=NC=2CCN(CC2C=C1)C(C(C)(C)O)=O